(S)-3-(6-(pyridin-4-yl)-3H-imidazo[4,5-b]pyridin-2-yl)pyrrolidine-1-carbonitrile N1=CC=C(C=C1)C=1C=C2C(=NC1)NC(=N2)[C@@H]2CN(CC2)C#N